(Z)-N'-hydroxy-4-[3-(1H-indol-3-yl)pyrrolidin-1-yl]butanamidine O\N=C(\CCCN1CC(CC1)C1=CNC2=CC=CC=C12)/N